FC(C(=O)O)(F)F.C(#N)CC1(CN(C1)S(=O)(=O)CC)N1N=CC(=C1)C=1C2=C(N=CN1)N(C=C2)C(=O)NN 4-[1-[3-(cyanomethyl)-1-ethylsulfonyl-azetidin-3-yl]pyrazol-4-yl]pyrrolo[2,3-d]pyrimidine-7-carbohydrazide trifluoroacetate